C(CCCCC)OCCCN 3-(hexyloxy)propylamine